(trans-4-((6-bromopyridazin-3-yl)amino)cyclohexyl)carbamic acid tert-butyl ester C(C)(C)(C)OC(N[C@@H]1CC[C@H](CC1)NC=1N=NC(=CC1)Br)=O